2-(2,3-epoxypropoxy)phenyl-3-phenyl-1-propanone C(C1CO1)OC1=C(C=CC=C1)C(CCC1=CC=CC=C1)=O